2,6-difluoro-4-(5-carbonyl-4,5-dihydro-1H-1,2,4-triazol-1-yl)benzaldehyde FC1=C(C=O)C(=CC(=C1)N1N=CNC1=C=O)F